CC=1C=2N(C=C(N1)C(=O)OCC)C=CN2 2-ethyl 8-methylimidazo[1,2-a]pyrazine-6-carboxylate